C(C)(C)(C)N1C(=NC=C1)C1=CC=C(C=C1)F (tert-butyl)-2-(4-fluorophenyl)-1H-imidazole